COC1=C(C=C2C(=CCO2)C2=CC=CC=C2)C=CC=C1 5-o-methoxybenzylidene-4-phenyl-furan